tert-butyl 3-(8-fluoro-7-(3-(methoxymethoxy)naphthalen-1-yl)-2-((1-methyl-2-oxabicyclo[2.1.1]hexan-4-yl)methoxy)quinazolin-4-yl)-3,8-diazabicyclo[3.2.1]octane-8-carboxylate FC=1C(=CC=C2C(=NC(=NC12)OCC12COC(C1)(C2)C)N2CC1CCC(C2)N1C(=O)OC(C)(C)C)C1=CC(=CC2=CC=CC=C12)OCOC